CC1C(C2=NC=CC=C2OC2=C1C=CC=C2)C(=O)OC methyl 10-methyl-10,11-dihydrobenzo[6,7]oxepino[3,2-b]pyridine-11-carboxylate